2-pyrrolidinyl-3-phenylcyclopropanone N1(CCCC1)C1C(C1C1=CC=CC=C1)=O